1-bromo-4-chloro-2-fluoro-5-iodobenzene BrC1=C(C=C(C(=C1)I)Cl)F